NC1=NC2=CC=C(C=C2C=C1C)C(=O)N([C@@H]1C[C@@H](C1)C1=CC=C(C=C1)OC(F)(F)F)CC1=C(C=CC=C1)F 2-amino-N-(2-fluorobenzyl)-3-methyl-N-(cis-3-(4-(trifluoromethoxy)phenyl)cyclobutyl)-6-quinolinecarboxamide